C1N(CC12CCC2)C(=O)C2CCN(CC2)C2=CC=C(C=C2)C=2C=NN(C2)C2OCCCC2 (2-azaspiro[3.3]heptan-2-yl)(1-(4-(1-(tetrahydro-2H-pyran-2-yl)-1H-pyrazol-4-yl)phenyl)Piperidin-4-yl)methanone